(±)-2,2'-(hexane-1,6-diylbis(sulfanediyl))bis(octan-4-one) C(CCCCCSC(C)CC(CCCC)=O)SC(C)CC(CCCC)=O